OC1CCC(CC1)N(CCCCCCCC(=O)N(CCCCCCCCCC)CCCCCCCCCC)CCCCCCCC(=O)N(CCCCCCCCCC)CCCCCCCCCC 8,8'-(((1r,4r)-4-hydroxycyclohexyl)azanediyl)bis(N,N-didecyloctanamide)